CC(=C)CC(CCC=C)O 2-methylocta-1,7-dien-4-ol